CC=1C(NC(C1C)=O)=O 3,4-dimethyl-2,5-dihydro-1H-pyrrole-2,5-dione